O=C1NC(CCC1N1C(C2=CC=C(C=C2C1=O)NCC1CCN(CC1)C(=O)OC(C)(C)C)=O)=O Tert-butyl 4-(((2-(2,6-dioxopiperidin-3-yl)-1,3-dioxoisoindolin-5-yl)amino)methyl)piperidine-1-carboxylate